C(CCC(=O)OC=1C(=C2CC[C@](OC2=C(C1C)C)(CCC[C@@H](CCC[C@@H](CCCC(C)C)C)C)C)C)(=O)OCCOCCOCCN=[N+]=[N-] 2-(2-(2-azidoethoxy) ethoxy)Ethyl ((R)-2,5,7,8-tetramethyl-2-((4R,8R)-4,8,12-trimethyltridecyl) chroman-6-yl) succinate